FC=1C=C(C(=O)O)C=C(C1)NCC1=CC=C(C=C1)C1=CC=C(C=C1)C 3-Fluoro-5-(((4'-methyl-[1,1'-biphenyl]-4-yl)methyl)amino)benzoic acid